FC(C(=O)N1CC(C1)N1N=C(C=2CCCCC12)C1=CC=C(C=C1)C(F)(F)F)=C 2-fluoro-1-(3-(3-(4-(trifluoro-methyl)phenyl)-4,5,6,7-tetra-hydro-1H-indazol-1-yl)azetidin-1-yl)prop-2-en-1-one